4-(cyclopropylthio)benzonitrile C1(CC1)SC1=CC=C(C#N)C=C1